Tetrabutylphosphine valine salt N[C@@H](C(C)C)C(=O)O.C(CCC)P(CCCC)(CCCC)CCCC